CC1=CC=C(C=C1)C1=NOC(=N1)C1=CC=C(N)C=C1 4-[3-(4-methylphenyl)-1,2,4-oxadiazol-5-yl]Aniline